O=C1CC[C@H](N1C(=O)OCC1C2=CC=CC=C2C=2C=CC=CC12)C(=O)OC 1-((9H-Fluoren-9-yl)methyl) 2-methyl (S)-5-oxopyrrolidine-1,2-dicarboxylate